(1R,2R)-N-[6-(5-amino-1,3-thiazol-4-yl)pyrimidin-4-yl]-2-fluorocyclopropane-1-carboxamide NC1=C(N=CS1)C1=CC(=NC=N1)NC(=O)[C@@H]1[C@@H](C1)F